methyl DL-2-hydroxy-3-butenoate O[C@@H](C(=O)OC)C=C |r|